2,3-dihydro-benzofuran-5-carboxylic acid [2-(3,3-difluoro-pyrrolidin-1-yl)-benzooxazol-5-yl]-amide FC1(CN(CC1)C=1OC2=C(N1)C=C(C=C2)NC(=O)C=2C=CC1=C(CCO1)C2)F